C(=O)(OC(C)(C)C)NC(OC(C)(C)C)=O tert-butyl N-Boc-carbamate